Cobalt(II) pivalat C(C(C)(C)C)(=O)[O-].[Co+2].C(C(C)(C)C)(=O)[O-]